4-(6-hydroxypyridin-2-yl)piperazine-1-carboxylic acid tert-butyl ester C(C)(C)(C)OC(=O)N1CCN(CC1)C1=NC(=CC=C1)O